C(N)(=O)C1=CC(=C(C=N1)C=1C=C2N(N=CC(=C2N[C@H]2C[C@H](CC2)NC(OC(C)(C)C)=O)/C(/N)=N/C2=C(C=CC=C2)Cl)C1)C tert-butyl ((1S,3R)-3-((6-(6-carbamoyl-4-methylpyridin-3-yl)-3-((Z)-N'-(2-chlorophenyl)carbamimidoyl)pyrrolo[1,2-b]pyridazin-4-yl)amino)cyclopentyl)carbamate